NC1=NC=2N(C=C1I)C=C(N2)C2=C(C=CC=C2)O 2-(7-amino-6-iodo-imidazo[1,2-a]pyrimidin-2-yl)phenol